ClC1=NC=CC2=C1C(CC[C@]21N(COC1)C1=NC=C(C=C1OC(F)F)C(F)(F)F)(F)F (S)-1-chloro-3'-(3-(difluoromethoxy)-5-(trifluoromethyl)pyridin-2-yl)-8,8-difluoro-7,8-dihydro-6H-spiro[isoquinoline-5,4'-oxazolidine]